7-(8-methyl-5,6,7,8-tetrahydronaphthalen-1-yl)pyrido[4,3-d]pyrimidine CC1CCCC=2C=CC=C(C12)C1=CC=2N=CN=CC2C=N1